N-(2-chloro-5-(3-cyano-4-((2,3-dihydrobenzofuran-3-yl)amino)quinolin-6-yl)pyridin-3-yl)methanesulfonamide ClC1=NC=C(C=C1NS(=O)(=O)C)C=1C=C2C(=C(C=NC2=CC1)C#N)NC1COC2=C1C=CC=C2